C(#N)C1(CC1)NS(=O)(=O)C=1C=C(C=2N(C1)C(=NC2)C=2SC(=NN2)C(F)F)F N-(1-cyanocyclopropyl)-3-(5-(difluoromethyl)-1,3,4-thiadiazol-2-yl)-8-fluoroimidazo[1,5-a]pyridine-6-sulfonamide